1,3-bis(6-isopropoxyhexyl)imidazolium C(C)(C)OCCCCCCN1C=[N+](C=C1)CCCCCCOC(C)C